4-(2-fluoro-4-methyl-phenyl)-5-[4-[(3S)-1-(3-fluoropropyl)pyrrolidin-3-yl]oxyphenyl]-2,3-dihydro-1-benzothiepin-8-ol FC1=C(C=CC(=C1)C)C=1CCSC2=C(C1C1=CC=C(C=C1)O[C@@H]1CN(CC1)CCCF)C=CC(=C2)O